ClC=1C(=C2C=NN(C2=CC1C)C1OCCCC1)C=1C(=NN(C1C)C1CC2(CN(C2)C(=O)OC(C)(C)C)C1)C1=CC2=CN(N=C2C=C1)CCO tert-butyl 6-(4-(5-chloro-6-methyl-1-(tetrahydro-2H-pyran-2-yl)-1H-indazol-4-yl)-3-(2-(2-hydroxyethyl)-2H-indazol-5-yl)-5-methyl-1H-pyrazol-1-yl)-2-azaspiro[3.3]Heptane-2-carboxylate